CC1(C(C=C(C1)O[Si](C)(C)C)CCC1(OCCO1)C)C ([4,4-dimethyl-3-[2-(2-methyl-1,3-dioxolan-2-yl)ethyl]-1-cyclopenten-1-yl]oxy)(trimethyl)silane